N1(CCCCC1)C(=O)C=1C=NN2C1C=CC=C2C=2C=NC(=CC2)N2CCCCC2 piperidin-1-yl(7-(6-(piperidin-1-yl)pyridin-3-yl)pyrazolo[1,5-a]pyridin-3-yl)methanone